FC1=C(C=C2C=CN(C(C2=C1)=O)CC[C@H]1[C@H](CCCC1)NC=1C=NNC(C1C(F)(F)F)=O)C1=NC=C(C=N1)C(F)(F)F |r| (rac)-7-fluoro-2-(2-((1S,2S)-2-((6-oxo-5-(trifluoromethyl)-1,6-dihydropyridazin-4-yl)amino)cyclohexyl)ethyl)-6-(5-(trifluoromethyl)pyrimidin-2-yl)isoquinolin-1(2H)-one